N-(2-chloro-4-(trifluoromethyl)phenyl)-2-(5-ethyl-2-(2-methoxypyridin-4-yl)-7-oxo-[1,2,4]triazolo[1,5-a]pyrimidin-4(7H)-yl)acetamide ClC1=C(C=CC(=C1)C(F)(F)F)NC(CN1C=2N(C(C=C1CC)=O)N=C(N2)C2=CC(=NC=C2)OC)=O